3-(3-(4-(((Tert-butyldimethylsilyl)oxy)methyl)phenyl)-5-(2-methoxypyridin-4-yl)-3H-imidazo[4,5-b]pyridin-2-yl)pyridin-2-amine [Si](C)(C)(C(C)(C)C)OCC1=CC=C(C=C1)N1C(=NC=2C1=NC(=CC2)C2=CC(=NC=C2)OC)C=2C(=NC=CC2)N